OCC1=CC=C(CNC(NCC2CC23CCN(CC3)C(=O)OC(C)(C)C)=O)C=C1 tert-butyl 1-((3-(4-(hydroxymethyl) benzyl) ureido) methyl)-6-azaspiro[2.5]octane-6-carboxylate